4-((1-Cyclopropyl-5-(2-methylpyridin-4-yl)-1H-benzo[d]imidazol-6-yl)amino)-2-(2,6-dioxopiperidin-3-yl)isoindoline-1,3-dione C1(CC1)N1C=NC2=C1C=C(C(=C2)C2=CC(=NC=C2)C)NC2=C1C(N(C(C1=CC=C2)=O)C2C(NC(CC2)=O)=O)=O